ClC1=C2C(=C(N=N1)NC1C3CCC(C1)O3)C=NC=C2 1-chloro-N-{7-oxabicyclo[2.2.1]heptan-2-yl}pyrido[3,4-d]pyridazin-4-amine